O[C@H]1[C@@H]([C@@H]([C@@H]2N([C@@H]1CO)C(C(N2)=O)=O)O)O (5R,6R,7S,8R,8aS)-6,7,8-trihydroxy-5-(hydroxymethyl)-1,5,6,7,8,8a-hexahydroimidazo[1,2-a]pyridine-2,3-dione